FC(OC=1C=CC2=C([C@@H]3NCC[C@H]2C3)C1)F (1R,5S)-8-(difluoromethoxy)-2,3,4,5-tetrahydro-1H-1,5-methanobenzo[c]azepine